ClC=1C=CC=C2C=CC=C(C12)C1=C(C=2N=C(N=C(C2C=N1)NCCCOC(F)F)OCC12CCCN2CCC1)F 7-(8-chloronaphthalen-1-yl)-N-(3-(difluoromethoxy)propyl)-8-fluoro-2-((tetrahydro-1H-pyrrolizin-7a(5H)-yl)methoxy)pyrido[4,3-d]pyrimidin-4-amine